1-((2,4-dimethoxybenzyl)amino)-5-isopropyl-6,7-dihydropyrimido[5'',4'':4',5']pyrrolo[3',2':3,4]azepino[1,2-a]indol-8(5H)-one COC1=C(CNC2=NC=NC3=C2C2=C(CCC(N4C2=CC=2C=CC=CC42)=O)N3C(C)C)C=CC(=C1)OC